COC(C1=CC=C(C=C1)O)=O 4-Hydroxybenzoic acid methyl ester